ethyleneglycol e-bis(beta-aminoethyl) ether NCCOCCOCCN